sulfhydryl-propanediol SC(CC)(O)O